N-[2-[(2R)-3-(3,4-dihydro-1H-isoquinolin-2-yl)-2-hydroxy-propyl]-1-oxo-3,4-dihydroisoquinolin-6-yl]acetamide C1N(CCC2=CC=CC=C12)C[C@H](CN1C(C2=CC=C(C=C2CC1)NC(C)=O)=O)O